pentaerythritol tetra(6-mercaptohexanoate) SCCCCCC(=O)OCC(COC(CCCCCS)=O)(COC(CCCCCS)=O)COC(CCCCCS)=O